BrC=1C=C2CC(N(C2=CC1C(=O)[O-])C(=O)OCC)=O ethyl 5-bromo-2-oxo-indoline-1,6-dicarboxylate